1-benzyl-N3-methyl-N5-((1s,2s)-2-methylcyclopropyl)-2-oxo-1,2-dihydropyridine-3,5-dicarboxamide C(C1=CC=CC=C1)N1C(C(=CC(=C1)C(=O)N[C@@H]1[C@H](C1)C)C(=O)NC)=O